(3R)-benzyl 3-(5-(2,6-dimethylphenyl)pyridin-3-yl)-3-(4-methyl-2-(2-oxopyridin-1(2H)-yl)pentanamido)propanoate CC1=C(C(=CC=C1)C)C=1C=C(C=NC1)[C@@H](CC(=O)OCC1=CC=CC=C1)NC(C(CC(C)C)N1C(C=CC=C1)=O)=O